CC(C)C#C 2-methylbut-3-yn